(R)-7-((1-acetylpyrrolidin-3-yl)oxy)-4-(o-tolyl)-2H-chromen-2-one C(C)(=O)N1C[C@@H](CC1)OC1=CC=C2C(=CC(OC2=C1)=O)C1=C(C=CC=C1)C